ethyl-1-(3-chloropyridin-2-yl)-3-(thietan-3-yloxy)-4,5-dihydro-1H-pyrazole-5-carboxylate (ethyl 1-(3-chloropyridin-2-yl)-3-(thietan-3-yloxy)-4,5-dihydro-1H-pyrazole-5-carboxylate) C(C)C1C(=NN(C1C(=O)O)C1=NC=CC=C1Cl)OC1CSC1.C(C)OC(=O)C1CC(=NN1C1=NC=CC=C1Cl)OC1CSC1